4-((5-chloro-4-(1-isopropyl-1H-pyrazol-4-yl)pyrimidin-2-yl)amino)-N-(2,2-dimethoxyethyl)-3-methoxybenzamide ClC=1C(=NC(=NC1)NC1=C(C=C(C(=O)NCC(OC)OC)C=C1)OC)C=1C=NN(C1)C(C)C